FC(C1=CC=C(OC=2C=CC=C3C=NC(=NC23)NC2=CC(=C(C(=C2)OC)OC)OC)C=C1)(F)F 8-(4-trifluoromethylphenoxy)-N-(3,4,5-trimethoxyphenyl)quinazolin-2-amine